NC1=NC=2C=C(C=CC2C2=C1N=C(N2)CC2CN(CC2)C(=O)OC(C)(C)C)Br tert-butyl 3-([4-amino-7-bromo-1H-imidazo[4,5-c]quinolin-2-yl]methyl)pyrrolidine-1-carboxylate